(S)-1-(6-(2,4-dioxo-1,2,3,4-tetrahydropyrimidin-5-yl)imidazo[1,2-b]pyridazin-8-yl)-4,4-difluoropyrrolidin-3-yl ((R)-1-methoxypropan-2-yl)carbamate COC[C@@H](C)NC(O[C@H]1CN(CC1(F)F)C=1C=2N(N=C(C1)C=1C(NC(NC1)=O)=O)C=CN2)=O